(S)-10-fluoro-9-((4-((2-hydroxy-1-phenylethyl-2,2-d2)amino)-5-(1,3,4-oxadiazol-2-yl)pyrimidin-2-yl)amino)-3,4-dihydro-1H,6H-[1,3,4]oxadiazino[3,4-a]indazol-6-one FC=1C(=CC=C2C(N3N(C12)COCC3)=O)NC3=NC=C(C(=N3)N[C@H](C([2H])([2H])O)C3=CC=CC=C3)C=3OC=NN3